C1(=CC=CC=C1)S(=O)(=O)NC=1C=C(C=CC1)CC[C@H](CCOC1=C(C=CC=C1)CCC(=O)O)O 3-[2-[(3R)-5-[3-(Benzenesulfonamido)phenyl]-3-hydroxypentoxy]phenyl]propanoic acid